COCCN(C1CCNCC1)CCNC(C1=CC(=C(C=C1)NCC#CC=1N(C2=CC=CC(=C2C1)N[C@H]1[C@H](CN(CC1)C)F)CC(F)(F)F)OC)=O N-{2-[(2-methoxyethyl)-N-4-piperidylamino]ethyl}4-(3-{4-[(3S,4R)-3-fluoro-1-methyl-4-piperidylamino]-1-(2,2,2-trifluoroethyl)-2-indolyl}-2-propynylamino)-3-anisamide